FC=1C=C(C=C(C1)F)C(C)OC=1C=C2C(=NNC2=CC1)C1=NC2=C(CN(CC2)C2CCN(CC2)C)N1 2-(5-(1-(3,5-difluorophenyl)ethoxy)-1H-indazol-3-yl)-5-(1-methylpiperidin-4-yl)-4,5,6,7-tetrahydro-3H-imidazo[4,5-c]pyridine